ClC=1C(=NC(=NC1)NC1=CC(=CC(=C1)CN1C[C@H](NCC1)C)C1CC1)C1=CNC2=CC(=CC=C12)C (R)-5-chloro-N-(3-cyclopropyl-5-((3-methylpiperazin-1-yl)methyl)phenyl)-4-(6-methyl-1H-indol-3-yl)pyrimidin-2-amine